2-(4-nitrophenyl)-malonic acid dimethyl ester COC(C(C(=O)OC)C1=CC=C(C=C1)[N+](=O)[O-])=O